rac-N-({6-[({[(1R,2R,4R)-7-oxabicyclo[2.2.1]hept-5-en-2-yl]methyl}amino)methyl]imidazo[1,2-a]pyridin-2-yl}methyl)-4-oxo-4H-pyrido[1,2-a]pyrimidine-2-carboxamide [C@H]12[C@H](C[C@H](C=C1)O2)CNCC=2C=CC=1N(C2)C=C(N1)CNC(=O)C=1N=C2N(C(C1)=O)C=CC=C2 |r|